propyl margarate C(CCCCCCCCCCCCCCCC)(=O)OCCC